2-[(3R)-3-methylmorpholin-4-yl]-4-[1-(propan-2-yl)-1H-pyrazol-3-yl]-8-(1H-pyrazol-5-yl)-1,7-naphthyridine C[C@H]1N(CCOC1)C1=NC2=C(N=CC=C2C(=C1)C1=NN(C=C1)C(C)C)C1=CC=NN1